CC=CC=C 1-methyl-but-1-eneene